CC1=C(C=CC(=C1)N1CCN(CC1)C)NC1=NC=C(C(=N1)NCCCN1C(OCCC1)=O)C(F)(F)F 3-(3-((2-((2-Methyl-4-(4-methylpiperazin-1-yl)phenyl)amino)-5-(trifluoromethyl)pyrimidin-4-yl)amino)propyl)-1,3-oxazinan-2-on